(+)-1-[2-(2,4-Dichlorophenyl)-4-propyl-1,3-dioxolan-2-yl-methyl]-1H-1,2,4-triazole ClC1=C(C=CC(=C1)Cl)C1(OCC(O1)CCC)CN1N=CN=C1